2-Methyl-N-[(1s,4s)-4-(5-ethynyl-2-{[4-(4-methylpiperazin-1-yl)phenyl]amino}-7-oxopyrido[2,3-d]pyrimidin-8-yl)cyclohexyl]propanamide CC(C(=O)NC1CCC(CC1)N1C(C=C(C2=C1N=C(N=C2)NC2=CC=C(C=C2)N2CCN(CC2)C)C#C)=O)C